NCC1=CCN(C=C1)CC(F)(F)F 4-(aminomethyl)-N-(2,2,2-trifluoroethyl)pyridin